N-hexadecyl-N-dodecyl-toluylammonium [tetrakis(perfluorophenyl) borate] FC1=C(C(=C(C(=C1F)F)F)F)[B-](C1=C(C(=C(C(=C1F)F)F)F)F)(C1=C(C(=C(C(=C1F)F)F)F)F)C1=C(C(=C(C(=C1F)F)F)F)F.C(CCCCCCCCCCCCCCC)[NH+](CCCCCCCCCCCC)C1=C(C=CC=C1)C